8-chloro-4H-chromen ClC=1C=CC=C2CC=COC12